C(C)(C)(C)OC(=O)NCCCCN1C(=NC2=C1C=CS2)CCCC 1-(4-((tert-butoxycarbonyl)amino)butyl)-2-butyl-1H-imidazolo[4,5-d]thiophene